6-Chloro-2-methylimidazo[1,2-b]pyridazine ClC=1C=CC=2N(N1)C=C(N2)C